N[C@H](C(=O)N1[C@@H]([C@H]2C([C@H]2C1)(C)C)C(=O)NC(C1=CN=CC2=CC=CC=C12)C#N)C(C)(C)C (1r,2S,5S)-3-((S)-2-amino-3,3-dimethylbutyryl)-N-(cyano(isoquinolin-4-yl)methyl)-6,6-dimethyl-3-azabicyclo[3.1.0]hexane-2-carboxamide